N-[(E)-1-(6-chloro-3-picolyl)pyridin-2(1H)-ylidene]-2,2,2-trifluoroacetamide ClC1=CC=C(C=N1)CN1\C(\C=CC=C1)=N\C(C(F)(F)F)=O